ClC1=CC=C2C(=CC(=NC2=C1)C=1C=CC(=C(C(=O)O)C1)O)N1C=NC=C1 5-(7-Chloro-4-(1H-imidazol-1-yl)quinolin-2-yl)-2-hydroxybenzoic acid